N1=NC(=CC2=C1NC=C2)CC(=O)N 7H-pyrrolo[2,3-c]pyridazin-3-ylacetamide